pyrazine-1,4-dioxide [N+]1(=CC=[N+](C=C1)[O-])[O-]